ClC=1C(=C2C=NNC2=C(C1F)N1C(CCC1)=O)C=1C=CC=2N(C1)C=C(N2)NC(=O)[C@H]2[C@H](C2)F (1S,2S)-N-(6-(5-chloro-6-fluoro-7-(2-oxopyrrolidin-1-yl)-1H-indazol-4-yl)imidazo[1,2-a]pyridin-2-yl)-2-fluorocyclopropane-1-carboxamide